2-fluoro-1-(3-(4-(3-hydroxy-3-(hydroxymethyl)azetidin-1-yl)-1-(4-(trifluoromethoxy)phenyl)-1H-pyrazolo[3,4-b]pyridin-3-yl)azetidin-1-yl)prop-2-en-1-one FC(C(=O)N1CC(C1)C1=NN(C2=NC=CC(=C21)N2CC(C2)(CO)O)C2=CC=C(C=C2)OC(F)(F)F)=C